4-(Hydroxymethyl)-7-methoxypyrazolo[1,5-a]pyridine-3-carboxylic acid OCC=1C=2N(C(=CC1)OC)N=CC2C(=O)O